(1R,2S,3S,Z)-5-(2-((1R,3aS,7aR,E)-1-((S)-1-((S)-3-(difluoromethyl)piperidin-1-yl)propan-2-yl)-7a-methyloctahydro-4H-inden-4-ylidene)ethylidene)-2-methyl-4-methylenecyclohexane-1,3-diol FC([C@@H]1CN(CCC1)C[C@@H](C)[C@H]1CC[C@H]2\C(\CCC[C@]12C)=C\C=C\1/C([C@H]([C@H]([C@@H](C1)O)C)O)=C)F